trifluorobenzoyl chloride C1=CC(=C(C(=C1C(=O)Cl)F)F)F